4-amino-7-fluoro-N-propyl-8-(2-(trifluoromethyl)pyridin-3-yl)isoquinoline-3-carboxamide NC1=C(N=CC2=C(C(=CC=C12)F)C=1C(=NC=CC1)C(F)(F)F)C(=O)NCCC